BrC1=C(SC2=C1C(=CC(=C2)F)F)C(=O)OCC ethyl 3-bromo-4,6-difluoro-1-benzothiophene-2-carboxylate